P(=O)(O)(O)O.O[C@@H]1[C@@H](O)[C@@H](O)[C@H](O)[C@H](O1)CO alpha-D-mannose phosphate